O1[C@H](COCC1)COC1=NN=C(S1)NC(=O)C=1C=NC(=CC1C1=CC(=NC=C1OC(F)F)Cl)C (R)-N-(5-((1,4-dioxan-2-yl)methoxy)-1,3,4-thiadiazol-2-yl)-2'-chloro-5'-(difluoromethoxy)-6-methyl-(4,4'-bipyridine)-3-carboxamide